NCC=1C=C(C=CC1)C=1C=C(C2=C(C(=CO2)COC2=C(C=CC=C2C)CC(=O)O)C1)OC 2-(2-((5-(3-(aminomethyl)phenyl)-7-methoxybenzofuran-3-yl)methoxy)-3-methylphenyl)acetic acid